S(N)(=O)(=O)C1=C(C=CC=C1)N(C(C)=O)CC1=CC=C2C=CC(=NC2=C1)NC(OC(C)(C)C)=O tert-Butyl N-(7-{[N-(2-sulfamoylphenyl)acetamido]methyl}quinolin-2-yl)carbamate